[1,3-Phenylenedi(1-methylethylene)] bis[t-butyl] peroxide C(C)(C)(C)OOC(C)(C)C.C1(=CC(=CC=C1)C(=C)C)C(=C)C